(2R,4S)-4-amino-N2-(5-((+)-1-amino-1-(3-cyanophenyl)-3-cyclopropyl)-2-fluorophenyl)-N1-(4-chlorophenyl)pyrrolidine-1,2-dicarboxamide N[C@H]1C[C@@H](N(C1)C(=O)NC1=CC=C(C=C1)Cl)C(=O)NC1=C(C=CC(=C1)C1CC1(C1=CC(=CC=C1)C#N)N)F